CCCCCCCCCCCC=CC(=O)O Tetradecenoic Acid